2-methyl-5-(3-bromophenyl)-N-(3-(2-oxopropyl)-1,2,4-thiadiazol-5-yl)furan-3-carboxamide Erbium aluminum [Al].[Er].CC=1OC(=CC1C(=O)NC1=NC(=NS1)CC(C)=O)C1=CC(=CC=C1)Br